NC1=C(C=C(C=C1)C1=CC=CC=C1)NC1N(CCCC1)C(=O)O.C1(CCCCC1)C(NC(=O)C1=CC(=NC=C1)C1=CC(=CC(=C1)F)F)C1CCCCC1 N-(dicyclohexylmethyl)-2-(3,5-difluorophenyl)pyridine-4-carboxamide (4-amino-[[1,1'-biphenyl]-3-yl]amino)piperidine-1-carboxylate